N[C@@H](CN1C(C=2C=C3C(=CC2CC1)N(C(=N3)C=3N(C1=CC(=CC=C1C3)C(C)C)CC3CC3)C)=O)C (R)-6-(2-aminopropyl)-2-(1-(cyclopropylmethyl)-6-isopropyl-1H-indol-2-yl)-1-methyl-1,6,7,8-tetrahydro-5H-imidazo[4,5-g]isoquinolin-5-one